ClC=1C(=C(C(=O)NC=2C=NC=[N+](C2)[O-])C(=CC1C(F)(F)F)OC1=C(C=C(C(=C1)F)F)OC([2H])([2H])[2H])F 5-(3-chloro-6-(4,5-difluoro-2-(methoxy-d3)phenoxy)-2-fluoro-4-(trifluoromethyl)benzamido)pyrimidine 1-oxide